3-amino-5-(3-ethylphenyl)-N-[2-[2-[[2-[4-[2-fluoro-5-[(4-oxo-3H-phthalazin-1-yl)methyl]benzoyl]piperazin-1-yl]-2-oxo-ethyl]-methyl-amino]ethoxy]ethyl]-N-methyl-pyridine-2-carboxamide NC=1C(=NC=C(C1)C1=CC(=CC=C1)CC)C(=O)N(C)CCOCCN(C)CC(=O)N1CCN(CC1)C(C1=C(C=CC(=C1)CC1=NNC(C2=CC=CC=C12)=O)F)=O